FC1=C(N=CC2=C1N=C(N=C2N2C[C@H]([C@H](CC2)C(=O)OCC)O)OCC21CCCN1CCC2)C2=CC=CC1=CC=CC(=C21)F ethyl (3S,4S)-1-(8-fluoro-7-(8-fluoronaphthalen-1-yl)-2-((tetrahydro-1H-pyrrolizin-7a(5H)-yl)methoxy)pyrido[4,3-d]pyrimidin-4-yl)-3-hydroxypiperidine-4-carboxylate